NC1=NC=C(C2=C1C(=C(N2C)C2=CC=C(C=C2)NC(C=C)=O)C2=CC=C(C=C2)OC2=NC(=CC=C2)C)C#N N-(4-(4-amino-7-cyano-1-methyl-3-(4-((6-methylpyridin-2-yl)oxy)phenyl)-1H-pyrrolo[3,2-c]pyridin-2-yl)phenyl)acrylamide